trans-(5'S,7a'R)-3-(cyclopentylmethoxy)-5'-(pyrazin-2-yl)tetrahydro-3'H-spiro[cyclobutane-1,2'-pyrrolo[2,1-b]oxazol]-3'-one C1(CCCC1)COC1CC2(C(N3[C@H](O2)CC[C@H]3C3=NC=CN=C3)=O)C1